N-(2,4-difluoro-3-(5-(3-(trifluoromethyl)phenyl)-1H-pyrrolo[2,3-b]pyridine-3-carbonyl)phenyl)propane-1-sulfonamide FC1=C(C=CC(=C1C(=O)C1=CNC2=NC=C(C=C21)C2=CC(=CC=C2)C(F)(F)F)F)NS(=O)(=O)CCC